N[C@@H](C)C1=CC=C(C=C1)N1C(=NC=2C1=NC(=CC2)C2=CC=CC=C2)C=2C(=NC=CC2)N (S)-3-(3-(4-(1-Aminoethyl)phenyl)-5-phenyl-3H-imidazo[4,5-b]pyridin-2-yl)pyridin-2-amine